10,11-dihydrodibenzo[b,f][1,4]thiazepine-8-carboxamide 5,5-dioxide C1=CC=CC2=C1CNC1=C(S2(=O)=O)C=CC(=C1)C(=O)N